2,4,4-trimethyl-2-hydroxypentyl trichloroacetate ClC(C(=O)OCC(CC(C)(C)C)(O)C)(Cl)Cl